C(C)(C)(C)C1C=2C=CC(NC2C2=C(C1)N1C(=N2)C(=CC(=C1)Cl)C(F)(F)F)=O 5-(tert-Butyl)-9-chloro-2-oxo-11-(trifluoromethyl)-1,2,5,6-tetrahydropyrido[2',1':2,3]imidazo[4,5-h]quinoline